Cl.Cl.FC=1C=C(C=CC1)CNC(=O)C1CCN(CC1)C(C)C1=CC=CC2=C(C=CC=C12)C#CC1CCNCC1 N-[(3-fluorophenyl)methyl]-1-[1-[5-[2-(4-piperidinyl)ethynyl]-1-naphthyl]ethyl]piperidine-4-carboxamide dihydrochloride